2-(3-bromo-2-methylphenyl)-7-chlorobenzo[d]oxazole-5-carboxylic acid methyl ester COC(=O)C=1C=C(C2=C(N=C(O2)C2=C(C(=CC=C2)Br)C)C1)Cl